C(C)N1CC(CCC1)O 1-ethyl-3-hydroxypiperidine